BrC1=CC=CN2C(=C(C=C12)C#CCO)CC(F)(F)F 3-[8-bromo-3-(2,2,2-trifluoroethyl)indolizine-2-yl]prop-2-yn-1-ol